3-[4-[(3S,5S)-3,5-dimethyl-4-(4-piperidylmethyl)piperazin-1-yl]-3,5-difluoro-anilino]piperidine-2,6-dione C[C@H]1CN(C[C@@H](N1CC1CCNCC1)C)C1=C(C=C(NC2C(NC(CC2)=O)=O)C=C1F)F